C(=CC)OCCC(CN=C=O)(O)CCOC=CC bis(propenoxyethyl)hydroxyethyl isocyanate